(R)-N-(6-(2-methylmorpholino)pyridin-2-yl)-6-(methylsulfonamido)-2-(6-azaspiro[2.5]octan-6-yl)nicotinamide C[C@H]1OCCN(C1)C1=CC=CC(=N1)NC(C1=C(N=C(C=C1)NS(=O)(=O)C)N1CCC2(CC2)CC1)=O